C(C1=CC=CC=C1)(=O)NC1=C(C=C(C=C1)B(O)O)C=1C=C2C=NN=C(C2=CC1)NCC1=C(C=C(C=C1)OC)OC [4-benzamido-3-[1-[(2,4-dimethoxyphenyl)methylamino]phthalazin-6-yl]phenyl]boronic acid